CC1=C(C(CCC1=O)(C)C)/C=C/C(=C/C=C/C(=C/C(=O)O[C@H]2[C@@H]([C@H]([C@@H]([C@H](O2)C(=O)[O-])O)O)O)/C)/C The molecule is a retinoid glucosiduronic acid anion that is the conjugate base of 1-O-(4-oxoretinoyl)-beta-D-glucuronic acid arising from deprotonation of the carboxy group; major species at pH 7.3. It is a conjugate base of a 1-O-(4-oxoretinoyl)-beta-D-glucuronic acid.